2-(4-cyclopropyl-6-methoxy-pyrimidin-5-yl)-N-methyl-4-[[4-[1-methyl-4-(trifluoromethyl)imidazol-2-yl]phenyl]methoxy]pyrimidin-5-amine C1(CC1)C1=NC=NC(=C1C1=NC=C(C(=N1)OCC1=CC=C(C=C1)C=1N(C=C(N1)C(F)(F)F)C)NC)OC